BrC1=CC=CC=2C(=C(SC21)I)C=C(F)F 7-bromo-3-(2,2-difluorovinyl)-2-iodobenzothiophene